(R)-3-(3-chloro-4-fluorophenyl)-1-(7,8-difluoro-6-oxo-1,2,3,4,5,6-hexahydrophenanthridin-1-yl)-1-methylurea ClC=1C=C(C=CC1F)NC(N(C)[C@@H]1CCCC=2NC(C3=C(C(=CC=C3C12)F)F)=O)=O